C1S(=O)(=O)OCCOS1(=O)=O 1-Ethylene methanedisulfonate